CC1=NN(C(=C1C(=O)N[C@@H](C(C)C)C(=O)N[C@H](CCC(=O)OCC)C(=O)OCC)C)C1=CC=NC=C1 diethyl (3,5-dimethyl-1-(pyridin-4-yl)-1H-pyrazole-4-carbonyl)-L-valyl-D-glutamate